BrC1=CC(=C(CP(OCC)(OCC)=O)C=C1F)F Diethyl (4-bromo-2,5-difluorobenzyl)phosphonate